C(C)(C)(C)OC(=O)N[C@H](C)[C@@H]1[C@H](NC1=O)[C@H](C(C(C(=O)OCC1=CC=C(C=C1)[N+](=O)[O-])=[N+]=[N-])=O)C (R)-4-nitrobenzyl 4-((2R,3R)-3-((R)-1-(t-butoxycarbonylamino)ethyl)-4-oxoazetidin-2-yl)-2-diazo-3-oxopentanoate